C(C1=CC=CC=C1)OC1=CC(=C(C=C1)C(C=CC1=CC=C(C=C1)OC)=O)O 1-[4-(Benzyloxy)-2-hydroxyphenyl]-3-(4-methoxyphenyl)prop-2-en-1-one